C(C)N(C(=O)C1=C(OC2=C(N=CN=N2)N2CC3(CN(C3)[C@H](CCC(C)(C)NC([O-])=O)C(C)C)CC2)C=CC(=C1)F)C(C)C (R)-(5-(6-(6-(2-(ethyl(isopropyl)carbamoyl)-4-fluorophenoxy)-1,2,4-triazin-5-yl)-2,6-diazaspiro[3.4]octan-2-yl)-2,6-dimethylheptan-2-yl)carbamate